ClC=1C=C(C=CC1)NN 2-m-chlorophenylhydrazine